((2,4-dioxo-1,3-diazaspiro[4.4]nonane-6-yl)methyl)-2,3,4-trifluorobenzenesulfonamide O=C1NC2(C(N1)=O)C(CCC2)CC=2C(=C(C(=C(C2)S(=O)(=O)N)F)F)F